N[C@H](CNC1=NC(=C2C(=N1)N(N=C2)C)NC(C)(C)C)C2CCCCC2 N6-[(2S)-2-amino-2-cyclohexylethyl]-N4-tert-butyl-1-methyl-1H-pyrazolo[3,4-d]pyrimidine-4,6-diamine